CC(C[C@@H](C(NNC[C@H]1C(NCC1)=O)=O)NC(OC1CCC1)=O)C cyclobutyl ((S)-4-methyl-1-oxo-1-(2-(((S)-2-oxopyrrolidin-3-yl)methyl)hydrazineyl)pentan-2-yl)carbamate